3-isopropyl-1,2,4-oxadiazol-5-ol C(C)(C)C1=NOC(=N1)O